BrC1=CC=C(C=C1)N1CCN(CC1)C1=CC=C(C=C1)N1C(N(N=C1)C)=O 4-(4-(4-(4-bromophenyl)piperazin-1-yl)phenyl)-2-methyl-2,4-dihydro-3H-1,2,4-triazol-3-one